The molecule is an imidazolyl carboxylic acid that is 1H-imidazole with methyl and carboxylic acid group substituents at positions 1 and 2 respectively. It has a role as a metabolite. CN1C=CN=C1C(=O)O